methyl 2-(cyclopent-1-en-1-yl)-2-methylpropanoate C1(=CCCC1)C(C(=O)OC)(C)C